C(C)N1CCC2(CC(C2)C(=O)N[C@@H](CCCCCC(CC)=O)C=2NC(=CN2)C=2C(=NC3=CC=CC=C3C2)OC)CC1 (S)-7-ethyl-N-(1-(5-(2-methoxyquinolin-3-yl)-1H-imidazol-2-yl)-7-oxononyl)-7-azaspiro[3.5]nonane-2-carboxamide